2-chloro-N-[4-[4-(5,5-dimethylpyrrolidin-3-yl)butyl]phenyl]sulfonyl-6-[3-[2-[1-(trifluoromethyl)cyclopropyl]ethoxy]pyrazol-1-yl]pyridine-3-carboxamide ClC1=NC(=CC=C1C(=O)NS(=O)(=O)C1=CC=C(C=C1)CCCCC1CNC(C1)(C)C)N1N=C(C=C1)OCCC1(CC1)C(F)(F)F